CC1=CC=C(C=C1)S(=O)(=O)OC1=CC(=C(C(=C1)OCC1=CC=CC=C1)C(=O)N1CC2=CC=CC(=C2C1)N)OS(=O)(=O)C1=CC=C(C=C1)C 4-(4-Aminoisoindoline-2-carbonyl)-5-(benzyloxy)-1,3-phenylene bis(4-methylbenzenesulfonate)